(R)-N-methyl-N-(4-((R)-1,2,3,4-tetrahydro-1,8-naphthyridin-2-yl)butyl)pyrrolidin-3-amine CN([C@H]1CNCC1)CCCC[C@H]1NC2=NC=CC=C2CC1